FC1(OC2=C(O1)C=CC(=C2)NC(C)=O)F N-(2,2-difluoro-1,3-benzodioxol-5-yl)acetamide